tert-butyl 4-[4-fluoro-1-[(3R)-2,6-dioxo-3-piperidyl]-indolin-5-yl]-piperidine-1-carboxylate FC1=C2CCN(C2=CC=C1C1CCN(CC1)C(=O)OC(C)(C)C)[C@H]1C(NC(CC1)=O)=O